O=C(C(=O)OCC)C=1SC=CC1 ethyl 2-oxo-2-thiophen-2-ylacetate